tert-butyl (S)-2-(6-(3-methyl-1H-pyrrolo[2,3-b]pyridin-5-yl)-2-((S)-3,3,3-trifluoro-2-hydroxy-2-methylpropanoyl)-1,2,3,4-tetrahydroisoquinolin-8-yl)pyrrolidine-1-carboxylate CC1=CNC2=NC=C(C=C21)C=2C=C1CCN(CC1=C(C2)[C@H]2N(CCC2)C(=O)OC(C)(C)C)C([C@](C(F)(F)F)(C)O)=O